CC1=CN2C(S1)=NC(=C2)CN2C(C1=CN=CC(=C1C=C2)C2=CC=CC=C2)=O 2-({2-methylimidazo[2,1-b][1,3]thiazol-6-yl}methyl)-5-phenyl-1,2-dihydro-2,7-naphthyridin-1-one